CN(C1=CC=C(C=C1)/N=N/C1=CC=C(C=C1)S(=O)(=O)[O-])C.[Na+] sodium (E)-4-((4-(dimethylamino)phenyl)diazenyl)benzenesulfonate